19,20-dihydroxy-docosapentaenoic acid OC(CCCCCCCC=CC=CC=CC=CC=CC(=O)O)C(CC)O